methyl (R)-3-bromo-6-methyl-2-((tetrahydro-2H-pyran-3-yl)oxy)benzoate BrC=1C(=C(C(=O)OC)C(=CC1)C)O[C@H]1COCCC1